5-(4-isopropyl-4H-1,2,4-triazol-3-yl)-3-(3-(1-methyl-1H-pyrazol-4-yl)phenyl)-1H-indazole C(C)(C)N1C(=NN=C1)C=1C=C2C(=NNC2=CC1)C1=CC(=CC=C1)C=1C=NN(C1)C